FC=1C(=NCN(C1)C1CCN(CC1)S(=O)(=O)C(F)(F)F)C=1C=C2C=CC=NC2=C(C1)F 5-Fluoro-4-(8-fluoroquinolin-6-yl)-N-(1-((trifluoromethyl)sulfonyl)piperidin-4-yl)pyrimidin